((9H-carbazol-2-yl)oxy)-3-((3-(2-methoxyphenyl)allyl)amino)propan-2-ol C1=C(C=CC=2C3=CC=CC=C3NC12)OCC(CNCC=CC1=C(C=CC=C1)OC)O